5-[2-(trifluoromethyl)benzamido]pyrazine-2-carboxylic acid FC(C1=C(C(=O)NC=2N=CC(=NC2)C(=O)O)C=CC=C1)(F)F